(methylcyclopentadienyl)-(tert-butylcyclopentadienyl)zirconium dichloride [Cl-].[Cl-].CC1(C=CC=C1)[Zr+2]C1(C=CC=C1)C(C)(C)C